N-docosyl-4-(1,3-dithian-2-yl)aniline C(CCCCCCCCCCCCCCCCCCCCC)NC1=CC=C(C=C1)C1SCCCS1